4-nitrophenyl-2-acetylamino-2-deoxy-β-D-glucopyranose [N+](=O)([O-])C1=CC=C(C=C1)[C@]1(O)[C@@H]([C@@H](O)[C@H](O)[C@H](O1)CO)NC(C)=O